2-chloro-5-[(propionylamino)methyl]-N-{1-[4-(trifluoromethyl)phenyl]-1H-indazol-4-yl}benzamide methyl-3-((3-bromobenzyl)amino)propanoate COC(CCNCC1=CC(=CC=C1)Br)=O.ClC1=C(C(=O)NC2=C3C=NN(C3=CC=C2)C2=CC=C(C=C2)C(F)(F)F)C=C(C=C1)CNC(CC)=O